2-((3'-(4-chloro-2-fluorobenzyloxy)-3-fluorobiphenyl-4-yl)methyl)-1-(2-methoxyethyl)-1H-benzo[d]imidazole-6-carboxylic acid ClC1=CC(=C(COC=2C=C(C=CC2)C2=CC(=C(C=C2)CC2=NC3=C(N2CCOC)C=C(C=C3)C(=O)O)F)C=C1)F